4'-aminobiphenyl-4-methanesulfonic acid NC1=CC=C(C=C1)C1=CC=C(C=C1)CS(=O)(=O)O